5-((1-methyl-3-(5-(trifluoromethyl)pyridin-2-yl)-1H-pyrazol-5-yl)amino)pyridinecarbonitrile CN1N=C(C=C1NC=1C=CC(=NC1)C#N)C1=NC=C(C=C1)C(F)(F)F